2,4-dibromo-5-methyloxybenzenesulfonyl chloride BrC1=C(C=C(C(=C1)Br)OC)S(=O)(=O)Cl